NC1N(CCN(C1)N)C1=CC=CC=2OCCOC21 5-(2,4-diaminopiperazin-1-yl)-2,3-dihydro-1,4-benzodioxine